sulfuric acid ethanolamine salt C(O)CN.S(O)(O)(=O)=O